The molecule is a leukotriene anion that is the conjugate base of 12,20-dioxoleukotriene B4, obtained by deprotonation of the carboxy group; major species at pH 7.3. It is a leukotriene anion, a hydroxy monocarboxylic acid anion, a polyunsaturated fatty acid anion and an omega-oxo fatty acid anion. It is a conjugate base of a 12,20-dioxoleukotriene B4. C(CCC=O)C/C=C\\CC(=O)/C=C/C=C/C=C\\[C@H](CCCC(=O)[O-])O